C(C)(C)(C)OOC(CCCCCC(C)(C)C)=O peroxyneodecanoic acid-tert-butyl ester